tert-butyl-N-[[4-[4-(trifluoromethoxy)phenyl]-6,7-dihydro-5H-pyrano[2,3-d]pyrimidin-2-yl]methyl]carbamate C(C)(C)(C)OC(NCC=1N=C(C2=C(N1)OCCC2)C2=CC=C(C=C2)OC(F)(F)F)=O